C(C)(C)(C)[SiH2]OC(C=1C=C(C=CC1)N)(C1=CC=CC=C1)C1=CC=CC=C1 3-(tert-butyl-diphenyl-silanyloxymethyl)-phenylamine